[2-(2-propenyloxy)ethyl]benzene C(C=C)OCCC1=CC=CC=C1